ethyl 2-[2-[2-(tert-butoxycarbonylamino)-4-pyridyl]ethoxy]acetate C(C)(C)(C)OC(=O)NC1=NC=CC(=C1)CCOCC(=O)OCC